FC=1C=C2C(=NN(C2=CC1)CC(F)(F)F)C(=O)OC methyl 5-fluoro-1-(2,2,2-trifluoroethyl)-1H-indazole-3-carboxylate